C(#N)C1=C(C=CC=C1C1=CC2=C(OCCO2)C=C1)NC(=O)C1=CC=C(C=N1)CN1CCCCC1 (2S)-1-{[6-({[2-Cyano-3-(2,3-dihydro-1,4-benzodioxin-6-yl)phenyl]amino}carbonyl)pyridin-3-yl]methyl}piperidin